tert-Butyl 2,2-dimethyl-5-[3-(3-sulfamoylphenoxy)propyl]pyrrolidine-1-carboxylate CC1(N(C(CC1)CCCOC1=CC(=CC=C1)S(N)(=O)=O)C(=O)OC(C)(C)C)C